(3S,4S)-3-fluoro-1-(4-((5-isopropyl-8-((2R,3S)-2-methyl-3-((methylsulfonyl)methyl)azetidine-1-yl)-2,7-naphthyridin-3-yl)amino)-1,3,5-triazin-2-yl)-3-methylpiperidin-4-ol F[C@]1(CN(CC[C@@H]1O)C1=NC=NC(=N1)NC=1N=CC2=C(N=CC(=C2C1)C(C)C)N1[C@@H]([C@H](C1)CS(=O)(=O)C)C)C